ClC=1C(=C(C(=CC1)C(F)F)C1=CN=CC(=N1)C(=O)NC=1C=NN(C1)CC=1C=NC(=CC1)N(C)CCO)F 6-(3-Chloro-6-(difluoromethyl)-2-fluorophenyl)-N-(1-((6-((2-hydroxyethyl)(methyl)amino)pyridin-3-yl)methyl)-1H-pyrazol-4-yl)pyrazine-2-carboxamide